C(C)(=O)N[C@@H]1CN(CC1)C([C@@H](CCCCNC(OC(C)(C)C)=O)NC(=O)C1CCNCC1)=O tert-butyl {(5R)-6-[(3S)-3-acetamidopyrrolidin-1-yl]-6-oxo-5-[(piperidine-4-carbonyl)amino]hexyl}carbamate